ClC=1C=C(C=C(C1)Cl)C1(CC1)C1=NOC(=N1)CC(C(=O)O)=C 2-((3-(1-(3,5-dichlorophenyl)cyclopropyl)-1,2,4-oxadiazol-5-yl)methyl)acrylic acid